[6-({4-[2-amino-6-(m-cyanophenyl)-4-pyrimidinyl]-1H-1,2,3-triazol-1-yl}methyl)-2-pyridylamino]acetic acid NC1=NC(=CC(=N1)C=1N=NN(C1)CC1=CC=CC(=N1)NCC(=O)O)C1=CC(=CC=C1)C#N